[C@H]12OC[C@H](N(C1)C1=C(C=C(C(=C1)OC)NC1=NC=NC(=C1)N1OCC[C@@H]1C1=CC(=C(C=C1)F)C(F)(F)F)NC(C=C)=O)C2 N-(2-((1R,4R)-2-oxa-5-azabicyclo[2.2.1]heptan-5-yl)-5-((6-((R)-3-(4-fluoro-3-(trifluoromethyl)phenyl)isoxazolidin-2-yl)pyrimidin-4-yl)amino)-4-methoxyphenyl)acrylamide